(methoxymethyl)-4H-1,2,4-triazol COCC1=NN=CN1